ClCC1=NC(=NO1)C=1C=C(C(=O)OC)C=CC1 methyl 3-(5-(chloromethyl)-1,2,4-oxadiazol-3-yl)benzoate